4-(4-methoxyphenyl)-3-difluoromethyl-1,2,4-triazol-5-one COC1=CC=C(C=C1)N1C(=NNC1=O)C(F)F